NC1=NC=CC=C1C1=NC=2C(=NC(=CC2)C2=CC=CC=C2)N1C1=CC=C(CNC(=O)C2=CC(=CC=3N=C(SC32)C#N)F)C=C1 N-(4-(2-(2-aminopyridin-3-yl)-5-phenyl-3H-imidazo[4,5-b]pyridin-3-yl)benzyl)-2-cyano-5-fluorobenzo[d]thiazole-7-carboxamide